COC=1C=C(C#N)C=CC1Br 3-methoxy-4-Bromobenzonitrile